Tert-butyl (S)-5-amino-4-(5-(6-amino-3-cyano-5-methylpyridin-2-yl)-1-oxoisoindolin-2-yl)-5-oxopentanoate NC([C@H](CCC(=O)OC(C)(C)C)N1C(C2=CC=C(C=C2C1)C1=NC(=C(C=C1C#N)C)N)=O)=O